NC=1C=2N(C3=C(N1)C=NC(=C3)C(=O)N3[C@@H]1[C@H](C[C@H](C3)C)OC3=C1C=CC(=C3)C(F)(F)F)C=NC2 (4-aminoimidazo[1,5-a]pyrido[3,4-e]pyrazin-8-yl)((3R,4aS,9bS)-3-methyl-7-(trifluoromethyl)-3,4,4a,9b-tetrahydrobenzofuro[3,2-b]pyridin-1(2H)-yl)methanone